CC=1N(C(=CC1)C)C1=C(N=C(S1)C)C(=O)N 5-(2,5-dimethyl-1H-pyrrol-1-yl)-2-methylthiazole-4-carboxamide